picoline butyrate C(CCC)(=O)O.N1=C(C=CC=C1)C